Methyl 4-amino-6-chloro-pyridine-3-carboxylate NC1=C(C=NC(=C1)Cl)C(=O)OC